N4-(benzo[d]oxazol-2(3H)-on-5-yl)-N2-(6-(3-methylpiperazin-1-yl)pyridin-3-yl)-5-methylpyrimidine-2,4-diamine O1C(NC2=C1C=CC(=C2)NC2=NC(=NC=C2C)NC=2C=NC(=CC2)N2CC(NCC2)C)=O